BrC=1C=C(C(=O)O)C=CC1OC 3-bromo-4-methoxybenzoic acid